2'-bromo-4-[(4-methoxyphenyl)methoxy]-5',6-dimethyl-[1,4'-bipyridin]-2-one BrC1=NC=C(C(=C1)N1C(C=C(C=C1C)OCC1=CC=C(C=C1)OC)=O)C